NC=1C(=C(C(=CC1)F)COC1=C(C2=C(N=C1)N(N=C2)C2OCCCC2)C#N)F 5-[(3-amino-2,6-difluorophenyl)methoxy]-1-(oxan-2-yl)pyrazolo[3,4-b]pyridine-4-carbonitrile